C(C)(C)(C)OC(=O)N1C(CC2(CC3(OCCO3)C2)CC1)CO 9-(hydroxymethyl)-1,4-dioxa-10-azadispiro[4.1.57.15]Tridecane-10-carboxylic acid tert-butyl ester